ethanesulfonic acid disodium chloride [Cl-].[Na+].[Na+].C(C)S(=O)(=O)O.[Cl-]